6-chloro-4-(((ethoxycarbonyl)oxy)methoxy)-7-methoxy-2-methyl-3-(4'-(trifluoromethoxy)-[1,1'-biphenyl]-4-yl)quinoline 1-oxide ClC=1C=C2C(=C(C(=[N+](C2=CC1OC)[O-])C)C1=CC=C(C=C1)C1=CC=C(C=C1)OC(F)(F)F)OCOC(=O)OCC